(1aS,7bR)-5-{[1-(2-amino-2-oxoethyl)azetidin-3-yl]oxy}-2-hydroxy-1,1a,2,7b-tetrahydrocyclopropa[c][1,2]benzoxaborinine-4-carboxylic acid NC(CN1CC(C1)OC1=C(C2=C([C@H]3[C@@H](B(O2)O)C3)C=C1)C(=O)O)=O